ClC1=CC(=C(O[C@@H](C)C2=NN=NN2)C=C1)CC 5-[(1S)-1-(4-chloro-2-ethylphenoxy)ethyl]-1H-1,2,3,4-tetrazole